(R)-1-(ethylsulfonyl)-2'-(1-isopropyl-1H-pyrazol-4-yl)-6'-methyl-1'-(1-methyl-1H-indazol-5-yl)-3',6'-dihydro-7'H-spiro[azepane-4,8'-dipyrrolo[2,3-b:3',2'-d]pyridin]-7'-one C(C)S(=O)(=O)N1CC[C@]2(C(N(C=3C2=C2C(=NC3)NC(=C2C=2C=C3C=NN(C3=CC2)C)C=2C=NN(C2)C(C)C)C)=O)CCC1